tert-butyl (S)-((5-(4-(3-ethylmorpholino)-6-((ethylsulfonyl)methyl)pyrimidin-2-yl)-1-((2-(trimethylsilyl)ethoxy)methyl)-1H-pyrrolo[3,2-b]pyridin-2-yl) methyl)(methyl)carbamate C(C)[C@H]1COCCN1C1=NC(=NC(=C1)CS(=O)(=O)CC)C1=CC=C2C(=N1)C=C(N2COCC[Si](C)(C)C)CN(C(OC(C)(C)C)=O)C